OC(CCCCCCCC(=O)O)CCCCCCCCCCCCC 9-hydroxybehenic acid